NC1=C(N=CC(=N1)N1CCC2([C@@H]([C@@H](OC2)C)NCC=2C(=C3CN(C(C3=CC2)=O)C2C(NC(CC2)=O)=O)F)CC1)SC1=CC(=NC=C1)N 3-(5-((((3S,4S)-8-(6-amino-5-((2-aminopyridin-4-yl)thio)pyrazin-2-yl)-3-methyl-2-oxa-8-azaspiro[4.5]decan-4-yl)amino)methyl)-4-fluoro-1-oxoisoindolin-2-yl)piperidine-2,6-dione